2-[3-(2-ethoxyvinyl)phenyl]propanoic acid C(C)OC=CC=1C=C(C=CC1)C(C(=O)O)C